NC1=NC=CC=C1C1=NC=2C(=NC(=CC2)C2=CC=CC=C2)N1C1=CC=C(CN2CC3(CC2)CN(CCC3)C#N)C=C1 2-(4-(2-(2-Aminopyridin-3-yl)-5-phenyl-3H-imidazo[4,5-b]pyridin-3-yl)benzyl)-2,7-diazaspiro[4.5]decane-7-carbonitrile